FC(C1=NN=C(S1)C1=NC=C2N1C=C(C=C2N2C[C@H](O[C@@H](C2)C)CO)S(=O)(=O)NC2(CC2)C)F |o1:18,20| rel-3-(5-(difluoromethyl)-1,3,4-thiadiazol-2-yl)-8-((2S,6R)-2-(hydroxymethyl)-6-methylmorpholino)-N-(1-methylcyclopropyl)imidazo[1,5-a]pyridine-6-sulfonamide